3-azapyran O1CN=CC=C1